OC1=C(C=CC=C1)C(C=CC1=CC=C(C=C1)N)=O 1-(2-Hydroxyphenyl)-3-(4-aminophenyl)-2-propene-1-one